C(CC)(=O)OC(=O)SCC(NC(C)=O)C methyl-[(2-acetylaminoethylthio) carbonyl] propanoate